3-(4-(((1r,4r)-4-aminocyclohexyl)(2-(piperidin-4-yl)ethyl)amino)-1-oxoisoindolin-2-yl)piperidine-2,6-dione NC1CCC(CC1)N(C1=C2CN(C(C2=CC=C1)=O)C1C(NC(CC1)=O)=O)CCC1CCNCC1